[Ba].[Na].[Na].C(CN(CC(=O)O)CC(=O)O)N(CC(=O)O)CC(=O)O ethylenediaminetetraacetic acid disodium-barium